(1-(difluoromethyl)-1H-pyrazol-4-yl)boronic acid FC(N1N=CC(=C1)B(O)O)F